4-(4-iodophenoxy)-1-methylpiperidine IC1=CC=C(OC2CCN(CC2)C)C=C1